(1R,2S,3R,5R)-3-(4-amino-7H-pyrrolo[2,3-d]pyrimidin-7-yl)-5-(3-hydroxyphenyl)cyclopentane-1,2-diol NC=1C2=C(N=CN1)N(C=C2)[C@H]2[C@@H]([C@@H]([C@H](C2)C2=CC(=CC=C2)O)O)O